N(=[N+]=[N-])C(C)(C)C1=CN=C(C2=CN=C(C=C12)Cl)OCCCS(=O)(=O)C 4-(2-Azidopropan-2-yl)-6-chloro-1-(3-(methylsulfonyl)propoxy)-2,7-naphthyridine